N(=C=O)CCOC(C=C)=O acrylic acid-2-isocyanato-ethyl ester